[(3S)-pyrrolidin-3-yl] 4-[[4-[[2-(6-methyl-2-pyridyl)pyrimidin-4-yl]amino]pyrimidin-2-yl]amino]thiophene-2-carboxylate CC1=CC=CC(=N1)C1=NC=CC(=N1)NC1=NC(=NC=C1)NC=1C=C(SC1)C(=O)O[C@@H]1CNCC1